NC1=C(C=C(N(CC)CC)C=C1)C 4-amino-3-methyl-(N,N-diethyl)aniline